4-fluoro-2-(methylsulfonyl)-N-(3-(trifluoromethyl)bicyclo[1.1.1]pentan-1-yl)benzamide FC1=CC(=C(C(=O)NC23CC(C2)(C3)C(F)(F)F)C=C1)S(=O)(=O)C